C(C1=CC=CC=C1)C1=NC(=NN1)C(=O)N[C@@H]1CCC2=C(N(C1=O)C)C=C(C=C2)N2CCC1(CCOCC1)CC2 |r| (±)-5-Benzyl-N-(1-methyl-2-oxo-8-(3-oxa-9-azaspiro[5.5]undecan-9-yl)-2,3,4,5-tetrahydro-1H-benzo[b]azepin-3-yl)-1H-1,2,4-triazole-3-carboxamid